(S)-ethyl 6-(4-((6-oxo-5,6,6a,7,8,9-hexahydropyrido[3,2-e]pyrrolo[1,2-a]pyrazin-3-yl)methyl)piperazin-1-yl)nicotinate O=C1[C@H]2N(C3=C(N1)C=C(C=N3)CN3CCN(CC3)C3=NC=C(C(=O)OCC)C=C3)CCC2